ClC=1C=C2C(=CN1)N(N=C2I)C 5-chloro-3-iodo-1-methyl-1H-pyrazolo[3,4-c]pyridine